Ethyl-2-iodoacetat C(C)OC(CI)=O